4-(2-iodo-6,7-dihydropyrazolo[1,5-a]pyrimidin-4(5H)-yl)-N-(3-methoxyphenyl)pyrimidin-2-amine IC1=NN2C(N(CCC2)C2=NC(=NC=C2)NC2=CC(=CC=C2)OC)=C1